[Si](C1=CC=CC=C1)(C1=CC=CC=C1)(C(C)(C)C)O[C@H]1C(NCC1)=O (R)-3-((tert-butyldiphenylsilyl)oxy)pyrrolidin-2-one